NC1=NN2C(N=CC=C2)=C1C(=O)O 2-aminopyrazolo[1,5-a]pyrimidine-3-methanoic Acid